[2-(1-methyl-1H-pyrazol-4-yl)pyridin-4-yl]methanone CN1N=CC(=C1)C1=NC=CC(=C1)C=O